C(CCCCCCC)C(C(C(=O)O)(C)C)CCCCCCCCCCCC.C(CCCCCCCCC=C)NP(=O)(NCCCNCCO)NCCCCCCCCCC=C Di(undec-10-en-1-yl)(3-((2-hydroxyethyl)amino)propyl)phosphoramide Octyl-dodecyl-neopentanoate